NCC1CN2C(OC1)=C(C=N2)S(=O)(=O)[N-]C(NC2=C1CCCC1=CC=1CCCC21)=O.[Na+] sodium ((6-(aminomethyl)-6,7-dihydro-5H-pyrazolo[5,1-b][1,3]oxazin-3-yl)sulfonyl)((1,2,3,5,6,7-hexahydro-s-indacen-4-yl)carbamoyl)amide